1-(benzo[d]oxazol-6-yl)-7-chloro-4-(methylamino)quinazolin-2(1H)-one O1C=NC2=C1C=C(C=C2)N2C(N=C(C1=CC=C(C=C21)Cl)NC)=O